NC1=CC(=C(C=C1)O)C=1OC2=C(N1)C=CC=C2 4-amino-2-(benzo[d]oxazol-2-yl)phenol